7-methyl-2-phenyl-2-(2-quinolinylmethyl)indolin-3-one silicon [Si].CC=1C=CC=C2C(C(NC12)(CC1=NC2=CC=CC=C2C=C1)C1=CC=CC=C1)=O